N1(CCC1)CCC(=O)NC(C(F)F)C1=C(C=CC(=C1)F)F 3-(azetidin-1-yl)-N-(1-(2,5-difluorophenyl)-2,2-difluoroethyl)propionamide